C(C)(C)(C)C=1C=C(C=C(C1O)C(C)(C)C)CCC(=O)OCCOCCOCCOC(CCC1=CC(=C(C(=C1)C(C)(C)C)O)C(C)(C)C)=O triethylene glycol bis[3-(3,5-di-tert-butyl-4-hydroxyphenyl) propionate]